N1C[C@@H](CC1)CC(=O)O (S)-pyrrolidine-3-acetic acid